N-(2,6-dioxopiperidin-3-yl)cyclopentanecarboxamide O=C1NC(CCC1NC(=O)C1CCCC1)=O